3-[3-(2-chloro-6-methyl-4-pyridinyl)-5-[[(3R)-tetrahydrofuran-3-yl]amino]pyrazolo[1,5-a]pyrimidin-2-yl]benzonitrile ClC1=NC(=CC(=C1)C=1C(=NN2C1N=C(C=C2)N[C@H]2COCC2)C=2C=C(C#N)C=CC2)C